Cl.N1CCC(CC1)C1=NC=2C=CC=C(C2C=C1C(F)(F)F)N (piperidin-4-yl)-3-(trifluoromethyl)quinolin-5-amine hydrochloride